ClC=1C=C2C(=NN1)N(C[C@@H]1N2C[C@H](C1)O)C(=O)OC(C)(C)C tert-butyl (6aR,8S)-2-chloro-8-hydroxy-6a,7,8,9-tetrahydropyrrolo[1',2':4,5]-pyrazino[2,3-c]pyridazine-5(6H)-carboxylate